O=C1N(C2C=C(CN1C2)N2N=C(C=C2)F)OS(=O)(=O)[O-] [7-oxo-3-(3-fluoropyrazol-1-yl)-1,6-diazabicyclo[3.2.1]oct-3-en-6-yl]-sulfat